(S)-2-(8-((2-(2-(4-(4-chlorophenyl)-2,3,9-trimethyl-6H-thieno[3,2-f][1,2,4]triazolo[4,3-a][1,4]diazepin-6-yl)acetamido)ethyl)amino)octanamido)-N-(4,5-dimethylthiazol-2-yl)benzamide ClC1=CC=C(C=C1)C1=N[C@H](C=2N(C3=C1C(=C(S3)C)C)C(=NN2)C)CC(=O)NCCNCCCCCCCC(=O)NC2=C(C(=O)NC=3SC(=C(N3)C)C)C=CC=C2